C1(CC1)C1=NNC(=C1)C1CC2(CN(C2)C(=O)N2CC3(C2)CC(C3)CN3C(=NC=C3)C(F)(F)F)C1 [6-(3-cyclopropyl-1H-pyrazol-5-yl)-2-azaspiro[3.3]heptan-2-yl]-[6-[[2-(trifluoromethyl)imidazol-1-yl]methyl]-2-azaspiro[3.3]heptan-2-yl]methanone